N-Thiocyanatophthalimide S(C#N)N1C(C=2C(C1=O)=CC=CC2)=O